tert-butyl (5S,8S,11S)-l-1-(2-amino-2-oxoethyl)-8-[2-(benzyloxy)-2-oxoethyl]-5-methyl-3,6,9-trioxo-1-phenyl-2-oxa-4,7,10-triazadodecan-12-oate NC(CC(OC(N[C@H](C(N[C@H](C(NCC(=O)OC(C)(C)C)=O)CC(=O)OCC1=CC=CC=C1)=O)C)=O)C1=CC=CC=C1)=O